N1=C(C=CC=C1)N1CCC(CC1)C=O pyridin-2-yl-piperidine-4-carbaldehyde